Benzyl 4-((7aR,8R)-2-chloro-4-(difluoromethyl)-7,7-difluoro-7,7a,8,9-tetrahydroazeto[1,2-a]pyrido[3,4-f]azepin-8-yl)piperazine-1-carboxylate ClC1=CC2=C(C=CC([C@@H]3N2C[C@H]3N3CCN(CC3)C(=O)OCC3=CC=CC=C3)(F)F)C(=N1)C(F)F